C(C)N1N=NC2=C1C=C(C=C2)C2=CNC=1N=C(N=CC12)C=1C=C2C=CC=NC2=CC1 6-(5-(1-ethyl-1H-benzo[d][1,2,3]triazol-6-yl)-7H-pyrrolo[2,3-d]pyrimidin-2-yl)quinoline